(S)-N'-((1,2,3,5,6,7-hexahydro-s-indacen-4-yl)carbamoyl)-2-(2-hydroxy-propan-2-yl)-N-methyl-thiazole-5-sulfonimidamide C1CCC2=C(C=3CCCC3C=C12)NC(=O)N=[S@](=O)(NC)C1=CN=C(S1)C(C)(C)O